4-((2R,5S)-5-((4-((E)-(Methoxyimino)methyl)phenoxy)methyl)-2-(trifluoromethyl)oxazolidin-3-yl)-2-(trifluoromethyl)benzonitril CO\N=C\C1=CC=C(OC[C@@H]2CN([C@H](O2)C(F)(F)F)C2=CC(=C(C#N)C=C2)C(F)(F)F)C=C1